C(C1CO1)OC1=C(C=C(C=C1)C1(C2=CC=CC=C2C=2C=CC=CC12)C1=CC(=C(C=C1)OCC1CO1)F)F 9,9-bis(4-glycidoxy-3-fluorophenyl)fluorene